CC1(CC2=C(C=C(N2C1)B1OC(C(O1)(C)C)(C)C)C#N)C 2,2-dimethyl-5-(4,4,5,5-tetramethyl-1,3,2-dioxaborolan-2-yl)-2,3-dihydro-1H-pyrrolizine-7-carbonitrile